C(C)OC1=CC=C(C=C1)C1=NC(=NC=C1C)NC=1C=NN(C1)C (4-ethoxyphenyl)-5-methyl-N-(1-methyl-1H-pyrazol-4-yl)pyrimidin-2-amine